6-[1-(2,2-difluoroethyl)-1H-pyrazolo[3,4-b]pyrazin-6-yl]-2-[(6-methylpyridin-3-yl)sulfonyl]-2,6-diazaspiro[3.4]octane FC(CN1N=CC=2C1=NC(=CN2)N2CC1(CN(C1)S(=O)(=O)C=1C=NC(=CC1)C)CC2)F